2-{4-[2-(1,3-dioxolan-2-yl)-3-[(4-methoxyphenyl)methoxy]phenyl]pyrazol-1-yl}pyridine-4-carboxylic acid O1C(OCC1)C1=C(C=CC=C1OCC1=CC=C(C=C1)OC)C=1C=NN(C1)C1=NC=CC(=C1)C(=O)O